3-[4-[2-(2-chlorophenyl)-6-oxo-1H-pyridin-4-yl]-2-pyridinyl]-1,1-dimethylurea ClC1=C(C=CC=C1)C=1NC(C=C(C1)C1=CC(=NC=C1)NC(N(C)C)=O)=O